8-(4-(2-Bromoacetyl)phenoxy)octanoic acid methyl ester COC(CCCCCCCOC1=CC=C(C=C1)C(CBr)=O)=O